C(C)NC1=NC(=CC(=C1)C1=C(C=C(C#N)C=C1)C1=NN=CN1C)N1C(C2=CC(=CC(=C2C1)C(F)(F)F)CN1C[C@@H](CCC1)C)=O 4-[2-(ethylamino)-6-(6-{[(3R)-3-methylpiperidin-1-yl]methyl}-1-oxo-4-(trifluoromethyl)-3H-isoindol-2-yl)pyridin-4-yl]-3-(4-methyl-1,2,4-triazol-3-yl)benzonitrile